3-amino-6-cyclopropyl-4-(6,7-difluoro-1H-indazol-4-yl)-1H-1,7-phenanthrolin-2-one NC=1C(NC2=C3C=CC=NC3=C(C=C2C1C1=C2C=NNC2=C(C(=C1)F)F)C1CC1)=O